methyl 2-methylspiro[fluorene-9,2'-[1,3]dithiolane]-6-carboxylate CC1=CC2=C(C=C1)C1=CC(=CC=C1C21SCCS1)C(=O)OC